ClC1=CC(=C(C=N1)N(C(OC(C)(C)C)=O)C)I tert-butyl (6-chloro-4-iodopyridin-3-yl)(methyl)carbamate